C/C(=C\C=O)/CC[C@H]1C(=C)CC[C@@H]2[C@@]1(CCCC2(C)C)C labda-8(20),13-dien-15-al